(R)-4-benzyl-3-propionyl-oxazolin-2-one C(C1=CC=CC=C1)C=1N(C(OC1)=O)C(CC)=O